oxazonine C1=CC=CON=CC=C1